6-iodo-2,4-dimethyl-7,8-dihydro-4H-pyrazolo[1,5-a][1,3]diazepin-5(6H)-one IC1C(N(C=2N(CC1)N=C(C2)C)C)=O